C(C)(C)(C)P(C=1N(C=CC1)C1=C(C=CC=C1)OC)C(C)(C)C 2-(di-tert-butyl-phosphino)-1-(2-methoxyphenyl)-1H-pyrrole